FC1=C(OC2CCC(CC2)(C(=O)O)C)C=C(C(=C1)OC)C(N[C@@H]1[C@@H](CC1)C(NC1=CC(=C(C=C1)F)S(F)(F)(F)(F)F)=O)=O (1R,4s)-4-(2-fluoro-5-(((1S,2R)-2-((4-fluoro-3-(pentafluoro-λ6-sulfaneyl)phenyl)carbamoyl)cyclobutyl)carbamoyl)-4-methoxyphenoxy)-1-methylcyclohexane-1-carboxylic acid